tert-butyl 4-(methoxymethylene)-2,2-dimethylpiperidine-1-carboxylate COC=C1CC(N(CC1)C(=O)OC(C)(C)C)(C)C